N-nonanoyl-glutamine C(CCCCCCCC)(=O)N[C@@H](CCC(N)=O)C(=O)O